Isoquinoline-2-ol C1N(C=CC2=CC=CC=C12)O